1-cyclopropyl-6,7-difluoro-4-oxo-1,4-dihydroquinoline-3-carbaldehyde C1(CC1)N1C=C(C(C2=CC(=C(C=C12)F)F)=O)C=O